OCCOCC1=CC=CC=N1 6-[(2-hydroxyethoxy)methyl]pyridine